5-tert-butyl-2-[4-[2-[5-tert-butylbenzooxazol-2-yl]vinyl]phenyl]benzoxazole C(C)(C)(C)C=1C=CC2=C(N=C(O2)C2=CC=C(C=C2)C=CC=2OC3=C(N2)C=C(C=C3)C(C)(C)C)C1